OC(CN1C2=C(N(C([C@H](CC1)NC(OC(C)(C)C)=O)=O)C)C=CC=C2F)CO tert-butyl ((3S)-6-(2,3-dihydroxypropyl)-7-fluoro-1-methyl-2-oxo-1,2,3,4,5,6-hexahydrobenzo[b][1,4]diazocin-3-yl)carbamate